C(C)(C)OC(=O)C=1C(=CC=2N(C1)C=C(N2)[C@@]21OCC[C@@H](OC2)C1)OC(C)C ((1R,5R)-2,6-dioxabicyclo[3.2.1]oct-1-yl)-7-isopropoxyimidazo[1,2-a]pyridine-6-carboxylic acid isopropyl ester